Cl.FC1=C(C(=CC=C1)C(F)(F)F)C1CCN(CC1)C(=O)C1=NNC2=C1CNCC2 (4-(2-Fluoro-6-(trifluoromethyl)phenyl)piperidin-1-yl)(4,5,6,7-tetrahydro-1H-pyrazolo[4,3-c]pyridin-3-yl)methanone Hydrochloride